C(=O)(OC(C)(C)C)NCC1=CC=C(C=C1)CN (N-Boc-aminomethyl)-4-(aminomethyl)benzene